FC(C(C)(C)O)(F)C=1C(=C(C=CC1)[C@@H](C)NC1=NC(=NC2=CC3=C(C=C12)[C@@](C(N3C)=O)(C)CC)C)F |&1:26| (R/S)-4-(((R)-1-(3-(1,1-difluoro-2-hydroxy-2-methylpropyl)-2-fluorophenyl)ethyl)amino)-6-ethyl-2,6,8-trimethyl-6,8-dihydro-7H-pyrrolo[3,2-g]quinazolin-7-one